FC1=C(C(=CC(=C1)F)F)S(=O)(=O)NC=1C(=NC=C(C1)C=1C=C2C(=NC=NC2=CC1)N1CCC2(CN(C2)C(C(=C)F)=O)CC1)OC 2,4,6-trifluoro-N-(5-(4-(2-(2-fluoroacryloyl)-2,7-diazaspiro[3.5]nonan-7-yl)quinazolin-6-yl)-2-methoxypyridin-3-yl)benzenesulfonamide